ClC1=CC=C(C=C1)C(=O)N1CCC(CC1)CCCCNC(=O)C1=CC=2C(=CN=CC2)S1 N-(4-{1-[(4-chlorophenyl)carbonyl]piperidin-4-yl}butyl)thieno[2,3-c]pyridine-2-carboxamide